FC1=C(CNC(=O)C2=NN(C(=C2)S(=O)(=O)C)C2=CC=C(C=C2)F)C=C(C=C1)OC1=CC=NC=2NC(CCC12)=O N-(2-fluoro-5-((7-oxo-5,6,7,8-tetrahydro-1,8-naphthyridin-4-yl)oxy)benzyl)-1-(4-fluorophenyl)-5-(methylsulfonyl)-1H-pyrazole-3-carboxamide